2-bromo-5-chloroisonicotinic acid methyl ester COC(C1=CC(=NC=C1Cl)Br)=O